4-(5-((2-oxaspiro[3.3]heptan-6-yl)oxy)-3-bromo-2-fluorophenyl)-1,3,5-trimethyl-1H-pyrazole C1OCC12CC(C2)OC=2C=C(C(=C(C2)C=2C(=NN(C2C)C)C)F)Br